tert-butyl (3-bromo-6-(cyclopropylcarbamoyl)-7-hydroxy-4-neopentyl-5-oxo-4,5-dihydropyrazolo[1,5-a]pyrimidin-2-yl)carbamate BrC=1C(=NN2C1N(C(C(=C2O)C(NC2CC2)=O)=O)CC(C)(C)C)NC(OC(C)(C)C)=O